rac-(1R,3S)-3-[[4-[6-[3-(5-fluoro-6-methyl-2-pyridyl)-1H-pyrazol-4-yl]-1,5-naphthyridin-3-yl]pyrazol-1-yl]methyl]cyclohexanamine FC=1C=CC(=NC1C)C1=NNC=C1C=1N=C2C=C(C=NC2=CC1)C=1C=NN(C1)C[C@@H]1C[C@@H](CCC1)N |r|